1-bromo-2-chloropyrene BrC1=C(C=C2C=CC3=CC=CC4=CC=C1C2=C34)Cl